C(C=C)OC1=C(C=C(C(=O)OC)C=C1)S(NC1=C(C=C(C(=C1)C#N)Cl)N1C(CCCC1)C=C)(=O)=O methyl 4-(allyloxy)-3-(N-(4-chloro-5-cyano-2-(2-vinylpiperidin-1-yl)phenyl)sulfamoyl)benzoate